C(C)[C@@H]1N(C[C@H](N(C1)C(C)C1=NC=2N(C=C1)N=C(C2)F)CC)C=2C=1C(N(C(C2)=O)C)=CN(N1)CC#N 2-(7-((2S,5R)-2,5-diethyl-4-(1-(2-fluoropyrazolo[1,5-a]pyrimidin-5-yl)ethyl)piperazin-1-yl)-4-methyl-5-oxo-4,5-dihydro-2H-pyrazolo[4,3-b]pyridin-2-yl)acetonitrile